ClC=1C(=C(C=CC1)NC1=C(C(=O)N2C=CC3=C2N=CC=2N3C(=CN2)[C@H]2CN(C[C@H]2CC)C(=O)NCC(F)(F)F)C=CC=C1)C (3R,4S)-3-(3-(2-((3-Chloro-2-methylphenyl)amino)benzoyl)-3H-imidazo[1,2-a]pyrrolo[2,3-e]pyrazin-8-yl)-4-ethyl-N-(2,2,2-trifluoroethyl)pyrrolidine-1-carboxamide